2-(3,5-Difluoro-phenyl)-N-[6-(4-fluoro-benzylamino)-2-pyrrolidin-1-yl-pyridin-3-yl]-acetamide FC=1C=C(C=C(C1)F)CC(=O)NC=1C(=NC(=CC1)NCC1=CC=C(C=C1)F)N1CCCC1